t-butylhexyldimethoxysilane C(C)(C)(C)[Si](OC)(OC)CCCCCC